3-(4-amino-3-fluorophenyl)acrylic acid NC1=C(C=C(C=C1)C=CC(=O)O)F